C(C)(C)C1=C(NC2=CC=C(C=C12)C1CCN(CC1)C(C)C)C=1C(=C(C(N(C1)C)=O)C)C 5-(3-isopropyl-5-(1-isopropylpiperidin-4-yl)-1H-indol-2-yl)-1,3,4-trimethylpyridin-2(1H)-one